2-(9-oxo-9-[(3-pentyloctyl)oxy]nonyl)dodecyl 1-Methylpiperidine-4-carboxylate CN1CCC(CC1)C(=O)OCC(CCCCCCCCCC)CCCCCCCCC(OCCC(CCCCC)CCCCC)=O